ClC=1C(=NC=CC1S)N1CC(C1)C#N 1-(3-chloro-4-mercapto-2-pyridinyl)-3-azetidinecarbonitrile